(S)-4-(4-(2,2-Difluoroethyl)-1-((5-methoxy-7-methyl-1H-indol-4-yl)methyl)piperazin-2-yl)-2-(oxetan-3-ylamino)benzoic acid FC(CN1C[C@@H](N(CC1)CC1=C2C=CNC2=C(C=C1OC)C)C1=CC(=C(C(=O)O)C=C1)NC1COC1)F